acetyl-(acetic acid) C(C)(=O)CC(=O)O